ClC=1C=C(C=C(C1)N1CCS(CC1)(=O)=O)C(=O)N1CCN(CC1)C=1OC=2C(=NC(=CC2)C)N1 [3-chloro-5-(1,1-dioxo-1,4-thiazinan-4-yl)phenyl]-[4-(5-methyloxazolo[4,5-b]pyridin-2-yl)piperazin-1-yl]methanone